C1(CC1)C1=CC=C(C=N1)NC(=N)C1(CCNCC1)C N-(6-cyclopropylpyridin-3-yl)-4-methylpiperidine-4-carboximidamide